[2-methyl-2-(methylpropyl)-1,3-dioxolane-4-yl]methanol CC1(OCC(O1)CO)C(CC)C